2-(3-isopropyl-6-oxo-4-pyrrolidin-1-yl-pyridazin-1-yl)-N-([1,2,4]triazolo[4,3-a]pyridin-6-yl)acetamide C(C)(C)C1=NN(C(C=C1N1CCCC1)=O)CC(=O)NC=1C=CC=2N(C1)C=NN2